3-[8-amino-1-(2-phenyl-7-quinolinyl)imidazo[1,5-a]pyrazin-3-yl]-1-methylcyclobutanol NC=1C=2N(C=CN1)C(=NC2C2=CC=C1C=CC(=NC1=C2)C2=CC=CC=C2)C2CC(C2)(O)C